2-(6-amino-2-methyl-1H-benzimidazol-1-yl)-5-fluoro-N-(4-methoxyphenyl)pyrimidine NC=1C=CC2=C(N(C(=N2)C)C2N(C=C(C=N2)F)C2=CC=C(C=C2)OC)C1